5-chloro-2-methyl-N-((1r,4r)-4-((2-oxo-3-(4-(pyridin-4-yloxy)phenyl)-2,3-dihydro-1H-benzo[d]imidazol-1-yl)methyl)cyclohexyl)nicotinamide ClC=1C=NC(=C(C(=O)NC2CCC(CC2)CN2C(N(C3=C2C=CC=C3)C3=CC=C(C=C3)OC3=CC=NC=C3)=O)C1)C